Cl.P(=O)(OCC=C=O)(OCC=C=O)OCC=C=O tri(2-carbonyl ethyl) phosphate hydrochloride